C(O[C@H](C)C1=CC=C(C=C1)Cl)(ON1C(CCC1=O)=O)=O (R)-1-(4-chlorophenyl)ethyl (2,5-dioxopyrrolidin-1-yl) carbonate